O=C1NC(CCC1N1C(C2=CC=C(C=C2C1=O)OC)=O)=O 2-(2,6-dioxopiperidin-3-yl)-5-methoxyisoindoline-1,3-dione